3-methoxy-4-nitro-N-[(3S)-piperidin-3-yl]benzamide hydrochloride Cl.COC=1C=C(C(=O)N[C@@H]2CNCCC2)C=CC1[N+](=O)[O-]